(E,2S)-2-(tert-butoxycarbonylamino)-5-phenyl-pent-4-enoic acid C(C)(C)(C)OC(=O)N[C@H](C(=O)O)C\C=C\C1=CC=CC=C1